1-hydroxy-N,6,6,9-tetramethyl-3-pentyl-6H-benzo[c]chromene-2-carboxamide OC1=C2C3=C(C(OC2=CC(=C1C(=O)NC)CCCCC)(C)C)C=CC(=C3)C